2,3-dihydro-thiophen S1CCC=C1